di(4-t-butylcyclohexyl) peroxycarbonate C(OC1CCC(CC1)C(C)(C)C)(=O)OOC1CCC(CC1)C(C)(C)C